(R)-N-(5-((1-(thiazolo[4,5-b]pyridin-2-yl)pyrrolidin-3-yl)amino)-1,3,4-thiadiazol-2-yl)-4-(trifluoromethyl)benzamide S1C(=NC2=NC=CC=C21)N2C[C@@H](CC2)NC2=NN=C(S2)NC(C2=CC=C(C=C2)C(F)(F)F)=O